ClC1=CC=C2C(=N1)C(=CS2)C2=CC=C(C#N)C=C2 4-(5-chlorothieno[3,2-b]pyridin-3-yl)benzonitrile